NC1=C2N=CN(C2=NC=N1)C[C@@H](C)OCP(OCCOCCCCCCCCCCCCCC1=CC=CC=C1)(O)=O 2-((13-phenyltridecyl)oxy)ethyl hydrogen ((((R)-1-(6-amino-9H-purin-9-yl)propan-2-yl)oxy)methyl)phosphonate